3-(bromomethyl)-3-methyltetrahydrofuran BrCC1(COCC1)C